C1(C=CC=C1)[Co+2] Cyclopentadienyl-Cobalt(III)